(6S)-6-{2-Chloro-3-[1-(2,2,2-trifluoroethyl)pyrazol-4-yl]phenyl}-3-[(1S*,3S*)-4,4-difluoro-3-hydroxycyclohexyl]-2-imino-6-methylhexahydropyrimidin-4-one hydrochloride Cl.ClC1=C(C=CC=C1C=1C=NN(C1)CC(F)(F)F)[C@@]1(CC(N(C(N1)=N)[C@@H]1C[C@@H](C(CC1)(F)F)O)=O)C |o1:25,27|